S[SiH2]O[SiH2]S mercapto-silyl ether